NC=1N(C(=CC1)C)C1=C2C=NNC2=CC(=C1C)OCC1(CC1)NC1CC1 2-Amino-6-((1-(cyclopropylamino)cyclopropyl)methoxy)-5-methyl-1-(5-methyl-1H-indazol-4-yl)-1H-pyrrole